4-Chloro-2-methoxy-6-(trifluoromethyl)aniline ClC1=CC(=C(N)C(=C1)C(F)(F)F)OC